C(\C=C/CC)C12NC(CC1CCC2=O)=O (Z)-6a-(penta-2-en-1-yl)hexahydrocyclopenta[b]pyrrole-2,6-dione